NC1=CC=C2C(=CC(OC2=C1)=O)C 7-amino-4-methyl-2H-chromen-2-one